1-nonadecanoyl-2-heneicosanoyl-glycero-3-phosphoserine C(CCCCCCCCCCCCCCCCCC)(=O)OCC(OC(CCCCCCCCCCCCCCCCCCCC)=O)COP(=O)(O)OC[C@H](N)C(=O)O